3-(1-(3-ethylphenyl)pyrrolidin-3-yl)-2-fluorobenzoic acid C(C)C=1C=C(C=CC1)N1CC(CC1)C=1C(=C(C(=O)O)C=CC1)F